C1(=CC=CC=C1)C([Sn](N(C)C)(N(C)C)N(C)C)C1=CC=CC=C1 diphenyl-methyl-tris(dimethylamino)tin